N-[(1Z)-(4-chlorophenyl)methylene]-2-methylpropane-2-(R)-sulfinamide ClC1=CC=C(C=C1)\C=N/S(=O)C(C)(C)C